N1C(=NC2=C1C=CC=C2)C=2C=C(C=NC2OC)C2=C1C=C(C(=CC1=CC1=C2C(OC1)=O)OC)OC 9-(5-(1H-benzo[d]imidazol-2-yl)-6-methoxypyridin-3-yl)-6,7-dimethoxynaphtho[2,3-c]furan-1(3H)-one